CC1=CC=C(C=C1)S(=O)(=O)Cl 4-methylbenzenesulfonyl chloride